2-bromo-4-(2-(4-hydroxyphenyl)-1H-imidazol-1-yl)benzaldehyde BrC1=C(C=O)C=CC(=C1)N1C(=NC=C1)C1=CC=C(C=C1)O